N1=C2C(=NC=C1)C(NC2)=O 6,7-dihydro-5H-pyrrolo[3,4-b]pyrazin-5-one